1-(3-(9H-carbazol-9-yl)phenyl)-N3,N3-bis([1,1'-biphenyl]-4-yl)-5-(9H-carbazol-9-yl)-2-chloro-benzene-1,3-diamine C1=CC=CC=2C3=CC=CC=C3N(C12)C=1C=C(C=CC1)C1(C(C(=CC(=C1)N1C2=CC=CC=C2C=2C=CC=CC12)N(C1=CC=C(C=C1)C1=CC=CC=C1)C1=CC=C(C=C1)C1=CC=CC=C1)Cl)N